methyl 2-(trifluoromethyl)-5H-imidazo[2,1-a]isoindol-7-formate FC(C=1N=C2N(CC3=CC(=CC=C23)C(=O)OC)C1)(F)F